(R or S)-1-(4-(4-(4-((1R,4S)-2-azabicyclo[2.2.1]heptane-2-carbonyl)-3-chlorophenoxy)butyl)piperidin-1-yl)-3,3,3-trifluoro-2-hydroxy-2-phenylpropan-1-one [C@@H]12N(C[C@@H](CC1)C2)C(=O)C2=C(C=C(OCCCCC1CCN(CC1)C([C@@](C(F)(F)F)(C1=CC=CC=C1)O)=O)C=C2)Cl |o1:25|